(S)-7-acetylamino-1,2,3-trimethoxy-N-phenyl-9-oxo-5,6,7,9-tetrahydrobenzo[a]heptalene-10-carboxamide C(C)(=O)N[C@H]1CCC2=C(C3=CC=C(C(C=C13)=O)C(=O)NC1=CC=CC=C1)C(=C(C(=C2)OC)OC)OC